C(C)(=O)OCC(CCC)CC1=CN=CN1C 2-((1-methyl-1H-imidazol-5-yl)methyl)pentyl acetate